5-bromo-6-fluoro-isoindolin-1-one BrC=1C=C2CNC(C2=CC1F)=O